C(C(C)C)(=O)N1C(CN(CC1C)S(=O)(=O)C1=CC=CC=C1)C(=O)NCC1=CC=C(C=C1)C1=NC=CC=N1 1-isobutyryl-6-methyl-4-(phenylsulfonyl)-N-(4-(pyrimidin-2-yl)benzyl)piperazine-2-carboxamide